C(C)(C)(C)OC(=O)N1C[C@@H]([C@H](CC1)OCC1CC(C1)C1=CC=CC=2N(C(N(C21)C)=O)COCC[Si](C)(C)C)F (3S,4S)-3-fluoro-4-[[3-[3-methyl-2-oxo-1-(2-trimethylsilylethoxymethyl)benzimidazol-4-yl]cyclobutyl]methoxy]piperidine-1-carboxylic acid tert-butyl ester